COC=1C(=NC=NC1)NC1=CC(=C2N(C1=O)C1(CCN(CC1)CC#N)NC2=O)C 2-(6-((5-methoxypyrimidin-4-yl)amino)-8-methyl-1,5-dioxo-1,5-dihydro-2H-spiro[imidazo[1,5-a]pyridine-3,4'-piperidine]-1'-yl)acetonitrile